3-[4-Chloro-5-methyl-3-(trifluoromethyl)pyrazol-1-yl]-N-[4-(hydroxymethyl)-1,3-benzodioxol-5-yl]-N-methyl-benzamide ClC=1C(=NN(C1C)C=1C=C(C(=O)N(C)C2=C(C3=C(OCO3)C=C2)CO)C=CC1)C(F)(F)F